FC1=CC=C(C=C1)C(=C)C=1C=NC(=NC1)N1CCN(CC1)C(=O)OC(C)(C)C tert-butyl 4-{5-[1-(4-fluorophenyl)vinyl]pyrimidin-2-yl}piperazine-1-carboxylate